CC=1C=C(C=NC1C)C1=N[C@H](C(OC2=C1C=CC(=C2F)F)(C)C)C (S)-5-(5,6-dimethylpyridin-3-yl)-8,9-difluoro-2,2,3-trimethyl-2,3-dihydrobenzo[f][1,4]oxazepine